OC=1C=C(C=NC1)N1C(C2=CC=CC=C2C1)=O 2-(5-hydroxypyridin-3-yl)isoindolin-1-one